ClC1=CC=2C(=NSC2N2CCN(CC2)C(=O)OC(C)(C)C)C(=C1B1OC(C(O1)(C)C)(C)C)F tert-Butyl 4-(5-chloro-7-fluoro-6-(4,4,5,5-tetramethyl-1,3,2-dioxaborolan-2-yl)benzo[c]isothiazol-3-yl)piperazine-1-carboxylate